N-(4-(4-amino-1-isopropyl-7-((1r,4r)-4-(oxetan-3-ylamino)cyclohexyl)-1H-pyrazolo[4,3-c]pyridin-3-yl)-2,5-difluorophenyl)-2-fluorobenzenesulfonamide NC1=NC=C(C2=C1C(=NN2C(C)C)C2=CC(=C(C=C2F)NS(=O)(=O)C2=C(C=CC=C2)F)F)C2CCC(CC2)NC2COC2